The molecule is a 1-acyl-sn-glycerol 3-phosphate(2-) obtained by deprotonation of the phosphate OH groups of 1-oleoyl-sn-glycero-3-phosphate. It is a 1-acyl-sn-glycerol 3-phosphate(2-) and an oleoyl-sn-glycero-3-phosphate(2-). It is a conjugate base of a 1-oleoyl-sn-glycerol 3-phosphate. CCCCCCCC/C=C\\CCCCCCCC(=O)OC[C@H](COP(=O)([O-])[O-])O